N-(5-(6-(((3aR,5s,6aS)-2-(2,2-dimethyltetrahydro-2H-pyran-4-yl)octahydrocyclopenta[c]pyrrol-5-yl)amino)pyridazin-3-yl)pyridin-2-yl)acetamide CC1(OCCC(C1)N1C[C@@H]2[C@H](C1)CC(C2)NC2=CC=C(N=N2)C=2C=CC(=NC2)NC(C)=O)C